OCC1=CC=C(C=C1)C=1C(=NN2C1N=C(NC2=O)S)C 8-[4-(hydroxymethyl)phenyl]-7-methyl-2-sulfanyl-3H-pyrazolo[1,5-a][1,3,5]triazin-4-one